FC1=C(C=CC(=C1)F)C1=NC=CC=C1 2-(2,4-difluorophenyl)pyridine